C(C)(=O)N1CC[C@@H]2N(C([C@H](C1)NC(=O)C=1NC3=CC=C(C=C3C1)C(F)(F)P(O)(O)=O)=O)[C@@H](CC2)C(NC)=O ((2-(((5S,8S,10aR)-3-acetyl-8-(methylcarbamoyl)-6-oxodecahydro-pyrrolo[1,2-a][1,5]diazocin-5-yl)carbamoyl)-1H-indol-5-yl)difluorometh-yl)phosphonic acid